6-(ethylamino)-4-((4-methoxybenzyl)oxy)pyrazolo[1,5-a]pyridine-3-carbonitrile C(C)NC=1C=C(C=2N(C1)N=CC2C#N)OCC2=CC=C(C=C2)OC